C(C)(C)(C)C=1N=C(N(C1)C(=O)NCCC(C)C)OC1=CC=C(C=C1)F 4-tert-Butyl-2-(4-fluorophenoxy)-N-iso-pentyl-1H-imidazole-1-carboxamide